3-Pentyloctyl-10-(((4-nitrophenoxy)carbonyl)oxy)hexadecanoic acid C(CCCC)C(CCC(C(=O)O)CCCCCCCC(CCCCCC)OC(=O)OC1=CC=C(C=C1)[N+](=O)[O-])CCCCC